N-[6-(5-chloro-1,3-benzothiazol-2-yl)spiro[3.3]heptan-2-yl]-2-[isopropyl(methyl)amino]pyridine-4-carboxamide ClC=1C=CC2=C(N=C(S2)C2CC3(CC(C3)NC(=O)C3=CC(=NC=C3)N(C)C(C)C)C2)C1